4-Hydroxy-4-methyl-piperidine-1-carboxylic acid (4-methoxy-7-morpholin-4-yl-thiazolo[4,5-c]pyridin-2-yl)-amide COC1=NC=C(C2=C1N=C(S2)NC(=O)N2CCC(CC2)(C)O)N2CCOCC2